OC=1C=NC(=NC1)N1CCN(CC1)C(=O)OC(C)(C)C tert-butyl 4-(5-hydroxypyrimidin-2-yl)piperazine-1-carboxylate